(S)-6-((R)-(2-bromo-4-fluorophenyl)(3-fluorophenyl)methyl)-11-hydroxy-5,6-dihydro-10H-imidazo[2',1':3,4]pyrazino[1,2-b]pyridazin-10-one BrC1=C(C=CC(=C1)F)[C@H]([C@H]1CN2C(C=3N1N=CC(C3O)=O)=NC=C2)C2=CC(=CC=C2)F